5-chloro-1H-pyrazolo[4,3-b]Pyridine ClC1=CC=C2C(=N1)C=NN2